2-(4-(methylsulfonyl)phenyl)-6-(phenylsulfonyl)-2,3-dihydroimidazo[4,5-d]pyrrole CS(=O)(=O)C1=CC=C(C=C1)C1NC=2C(C(=CN2)S(=O)(=O)C2=CC=CC=C2)=N1